6-(3,5-dimethylpyrazol-1-yl)-2-[1-(1,3,5-trimethylpyrazol-4-yl)sulfonylpiperidin-4-yl]pyridazin-3-one CC1=NN(C(=C1)C)C=1C=CC(N(N1)C1CCN(CC1)S(=O)(=O)C=1C(=NN(C1C)C)C)=O